tert-butyl (2-((tert-butyldimethylsilyl)oxy)ethyl)(1-(2-((4-methoxybenzyl)amino)pyridin-3-yl)cyclopropyl)carbamate [Si](C)(C)(C(C)(C)C)OCCN(C(OC(C)(C)C)=O)C1(CC1)C=1C(=NC=CC1)NCC1=CC=C(C=C1)OC